C(C)(C)(C)OC(=O)N1[C@H](CN[C@@H](C1)C)C trans-2,5-dimethylpiperazine-1-carboxylic acid tert-butyl ester